trimethyl-phosphane CP(C)C